N-(1-methylindazol-7-yl)-6-(4,5,6,7-tetrahydroindazol-1-yl)pyridine-3-sulfonamide CN1N=CC2=CC=CC(=C12)NS(=O)(=O)C=1C=NC(=CC1)N1N=CC=2CCCCC12